C(CC(=O)OCC)(=O)OCC malonic acid, Diethyl ester